ClC1=NC(=NC(=N1)C1=CC=CC=2OC3=C(C21)C=CC=C3)C3=CC=CC2=C(C=CC=C32)C3=CC=CC=C3 2-chloro-4-(dibenzo[b,d]furan-1-yl)-6-(5-phenylnaphthalen-1-yl)-1,3,5-triazine